(R)-6-fluoro-1-(2-fluoro-4-((4-methoxy-benzyl)oxy)phenyl)-4-oxo-7-(2-((pyridazin-3-yloxy)methyl)pyrrolidin-1-yl)-1,4-dihydro-quinoline-3-carboxylic acid FC=1C=C2C(C(=CN(C2=CC1N1[C@H](CCC1)COC=1N=NC=CC1)C1=C(C=C(C=C1)OCC1=CC=C(C=C1)OC)F)C(=O)O)=O